tert-butyl (1-(2-(3-amino-6-(3-chloropyridin-2-yl)pyrazine-2-carboxamido)pyridin-3-yl)-4-methylpiperidin-4-yl)carbamate NC=1C(=NC(=CN1)C1=NC=CC=C1Cl)C(=O)NC1=NC=CC=C1N1CCC(CC1)(C)NC(OC(C)(C)C)=O